FC1=C(CNC([C@@H]2N(CCC2)C(C2=CC(=CC=C2)S(=O)(=O)N2CC(C2)O)=O)=O)C=CC(=C1)C(F)(F)F N-(2-fluoro-4-(trifluoromethyl)benzyl)-1-(3-((3-hydroxy-1-azetidinyl)sulfonyl)benzoyl)-D-prolinamide